Arachidamidoethyl-diethylamine C(CCCCCCCCCCCCCCCCCCC)(=O)NCCN(CC)CC